ClC=1C=C(C=CC1OC1=NN(C=C1)C)NC=1C2=C(N=CN1)C=CC(=N2)N2[C@@H]1CN([C@H](C2)C1)C(=O)OC(C)(C)C (1S,4S)-tert-Butyl 5-(4-((3-chloro-4-((1-methyl-1H-pyrazol-3-yl)oxy)phenyl)amino)pyrido[3,2-d]pyrimidin-6-yl)-2,5-diazabicyclo[2.2.1]heptane-2-carboxylate